tert-butyl 2-(1-(tert-butyl)-3-methyl-2-oxo-2,3-dihydro-1H-benzo[d]imidazol-4-yl)acetate C(C)(C)(C)N1C(N(C2=C1C=CC=C2CC(=O)OC(C)(C)C)C)=O